8-(4-nitrophenyl)-2,8-diazaspiro[4.5]decane-1,3-dione [N+](=O)([O-])C1=CC=C(C=C1)N1CCC2(CC(NC2=O)=O)CC1